BrC=1C=C(C=2N(C1)N=C(C2C#N)F)O 6-bromo-2-fluoro-4-hydroxypyrazolo[1,5-a]pyridine-3-carbonitrile